(9aS)-7-[2,6-difluoro-4-(2-phenylethynyl)phenyl]-2-[(2-fluorophenyl)methyl]-9a-methyl-4,9-dihydro-3H-pyrazino[1,2-c]pyrimidine-1,6,8-trione FC1=C(C(=CC(=C1)C#CC1=CC=CC=C1)F)N1C(N2[C@@](CC1=O)(C(N(CC2)CC2=C(C=CC=C2)F)=O)C)=O